CC=1C(=NC(=NC1)NC1=NC=C(C=C1)C1=CSC=C1)NC1=CC(=CC=C1)C(F)(F)F 5-methyl-N2-(5-(thiophen-3-yl)pyridin-2-yl)-N4-(3-(trifluoromethyl)phenyl)pyrimidine-2,4-Diamine